2-methyl-4-(4-(4,4,5,5-tetramethyl-1,3,2-dioxaborolan-2-yl)-5,6-dihydro-2H-pyran-2-yl)pyridine CC1=NC=CC(=C1)C1OCCC(=C1)B1OC(C(O1)(C)C)(C)C